(2R,3R,4R,5R)-5-[2-amino-6-(methylamino)purin-9-yl]-2-{[(2-cyclohexylacetyl)oxy]methyl}-4-fluoro-4-methyloxolan-3-yl 2-methylpropanoate CC(C(=O)O[C@@H]1[C@H](O[C@H]([C@]1(C)F)N1C2=NC(=NC(=C2N=C1)NC)N)COC(CC1CCCCC1)=O)C